methyl 2-(1-(7-(2-amino-3-cyano-7-fluorobenzo[b]thiophen-4-yl)-6-chloro-8-fluoro-2-(((2R,7aS)-2-fluorotetrahydro-1H-pyrrolizin-7a(5H)-yl)methoxy)quinazolin-4-yl)azetidin-3-yl)acetate NC1=C(C2=C(S1)C(=CC=C2C2=C(C=C1C(=NC(=NC1=C2F)OC[C@]21CCCN1C[C@@H](C2)F)N2CC(C2)CC(=O)OC)Cl)F)C#N